(5-(dimethylamino)-8,8-difluoro-5,6,7,8-tetrahydronaphthalen-2-yl)boronic acid CN(C1C=2C=CC(=CC2C(CC1)(F)F)B(O)O)C